O1C=CC2=C1C=CC(=C2)C(C(C)Br)=O 1-(benzofuran-5-yl)-2-bromopropan-1-one